CC1=NOC(=C1S(=O)(=O)N1C[C@]2(CC3=C(C=C2CC1)N(N=C3)C3=CC=C(C=C3)F)C(=O)C3=NC=CC(=C3)C)C (R)-(6-((3,5-dimethylisoxazol-4-yl)sulfonyl)-1-(4-fluorophenyl)-4,4a,5,6,7,8-hexahydro-1H-pyrazolo[3,4-g]isoquinolin-4a-yl)(4-methylpyridin-2-yl)methanone